2,3'-difluoroacetophenone FCC(=O)C1=CC(=CC=C1)F